NC1=NC=NN2C1=NC=C2C=2C=NN(C2)C=2C=C(C=NC2C)NC(C2=CC(=CC=C2)C(C)(C)C#N)=O N-(5-(4-(4-Aminoimidazo[2,1-f][1,2,4]triazin-7-yl)-1H-pyrazol-1-yl)-6-Methylpyridin-3-yl)-3-(2-cyanopropan-2-yl)benzamide